ClC=1C=C(C(=NC1)OC1=CC=C(C=C1)N1N=NC(=C1)CC(CC(=O)O)O)F 4-(1-(4-((5-chloro-3-fluoropyridin-2-yl)oxy)phenyl)-1H-1,2,3-triazol-4-yl)-3-hydroxybutyric acid